C(#N)C1=CC=CC2=C1C(=C(O2)C(=O)OCC)C ethyl 4-cyano-3-methylbenzofuran-2-carboxylate